N-{3-[2-(4-chloro-3-fluorophenoxy)acetamido]bicyclo[1.1.1]pentan-1-yl}-4-(difluoromethoxy)pyridine-2-carboxamide ClC1=C(C=C(OCC(=O)NC23CC(C2)(C3)NC(=O)C3=NC=CC(=C3)OC(F)F)C=C1)F